O1C(=CC=C1)N1C(NC=C(C1=O)F)=O 3-(furan-2-yl)-5-fluorouracil